(trans-4-((5-(2-methoxypyrimidin-5-yl)pyridin-2-yl)amino)cyclohexyl)carbamic acid tert-butyl ester C(C)(C)(C)OC(N[C@@H]1CC[C@H](CC1)NC1=NC=C(C=C1)C=1C=NC(=NC1)OC)=O